ClC1=C(C=CC=C1Cl)N1CCCN(C2(CC2)C1)CC[C@@H]1CC[C@H](CC1)NC(N(C)C)=O 3-(Trans-4-(2-(8-(2,3-dichlorophenyl)-4,8-diazaspiro[2.6]nonan-4-yl)ethyl)cyclohexyl)-1,1-dimethylurea